N-[(1S)-1-[[(3-Amino-3-oxo-propyl)-(2-chloroacetyl)amino]carbamoyl]-3-methyl-butyl]-1H-pyrrolo[3,2-c]pyridine-2-carboxamide NC(CCN(C(CCl)=O)NC(=O)[C@H](CC(C)C)NC(=O)C1=CC=2C=NC=CC2N1)=O